C1(=CC=CC=C1)C1=NC2=CC=CC=C2C(=C1)C1=CC=CC=C1 2,4-diphenylquinoline